tert-butyl (S)-4-[(3-cyanophenyl)phenylmethyl]-3-methoxycarbonyl-1-piperazinecarboxylate C(#N)C=1C=C(C=CC1)C(N1[C@@H](CN(CC1)C(=O)OC(C)(C)C)C(=O)OC)C1=CC=CC=C1